C(CCC\C=C/CC)OC(CCC(=O)OCCCCC(CCCCOC(CCC(OCCCC\C=C/CC)OCCCC\C=C/CC)=O)OC(=O)OCCCN(C)C)OCCCC\C=C/CC 5-(((3-(dimethylamino)propoxy)carbonyl)oxy)nonane-1,9-diyl bis(4,4-bis(((Z)-oct-5-en-1-yl)oxy)butanoate)